The molecule is a member of the class of pyrazines that is {4-[(propan-2-yl)(pyrazin-2-yl)amino]butoxy}acetic acid carrying two additional phenyl substituents at positions 5 and 6 on the pyrazine ring. The active metabolite of selexipag, an orphan drug used for the treatment of pulmonary arterial hypertension. It has a role as an orphan drug, a platelet aggregation inhibitor, a prostacyclin receptor agonist, a vasodilator agent and a drug metabolite. It is an aromatic amine, an ether, a member of pyrazines, a sulfonamide, a tertiary amino compound and a monocarboxylic acid. CC(C)N(CCCCOCC(=O)O)C1=CN=C(C(=N1)C2=CC=CC=C2)C3=CC=CC=C3